C1[C@H]2[C@@H]([C@@H](S1)CCCCC(=O)NCCCCCC(=O)NN)NC(=O)N2 (+)-Biotinamidohexanoic Acid Hydrazide